benzyl 4-(cyclohexyloxy)-4-(hydroxymethyl)piperidine-1-carboxylate C1(CCCCC1)OC1(CCN(CC1)C(=O)OCC1=CC=CC=C1)CO